FC1=C2CC(CC2=C(C=C1)B1OC(C(O1)(C)C)(C)C)C(=O)OCC ethyl 4-fluoro-7-(4,4,5,5-tetramethyl-1,3,2-dioxaborolan-2-yl)indane-2-carboxylate